6-chloro-5-fluoro-N-methoxy-N-methylpicolinamide ClC1=C(C=CC(=N1)C(=O)N(C)OC)F